ClC=1C=NC(=C(C(=O)NC2CCC(CC2)CN2C(N(C3=C2C=CC=C3)C=3C=NC(=CC3)NC3CCC3)=O)C1)C 5-chloro-N-((1r,4r)-4-((3-(6-(cyclobutylamino)pyridin-3-yl)-2-oxo-2,3-dihydro-1H-benzo[d]imidazol-1-yl)methyl)cyclohexyl)-2-methylnicotinamide